ClC=1C=NC=C(C1C1=NOC(=C1C1=CC2(C1)CCN(CC2)C=2C=C1C(=CC=NC1=CC2)C(F)(F)F)C(C)C)Cl 6-(2-(3-(3,5-Dichloropyridin-4-yl)-5-isopropylisoxazol-4-yl)-7-azaspiro[3.5]non-1-en-7-yl)-4-(trifluoromethyl)chinolin